ClC=1C(N(N=CC1NC[C@H]1COCCS1(=O)=O)C1CCC(CC1)N(C1=CC=C(C=C1)CO)C1CC1)=O 4-chloro-2-[4-[N-cyclopropyl-4-(hydroxymethyl)anilino]cyclohexyl]-5-[[(3S)-4,4-dioxo-1,4-oxathian-3-yl]methylamino]pyridazin-3-one